N1N=NN=C1C1=CC=C2CC3(CCNCC3)C(C2=C1)N 6-(1H-tetrazol-5-yl)-1,3-dihydrospiro[indene-2,4'-piperidin]-1-amine